C(=O)(O)C1C(CC1)C(=O)O 1,2-dicarboxylcyclobutane